C(CCCCC(=O)O[C@H]1[C@@H](CCCC1)C)(=O)O[C@H]1[C@@H](CCCC1)C Adipic acid, di(trans-2-methylcyclohexyl) ester